5-aminospiro[5,7-dihydrocyclopenta[b]pyridine-6,4'-piperidine] NC1C=2C(=NC=CC2)CC12CCNCC2